3-(2-cyanopropan-2-yl)-N-(3-(4-(6-(cyclopropanecarboxamido)pyridin-3-yl)-1H-pyrazol-1-yl)-4-methylphenyl)benzamide 3-allyloxy-2-hydroxy-1-propanesulfonate sodium salt [Na+].C(C=C)OCC(CS(=O)(=O)[O-])O.C(#N)C(C)(C)C=1C=C(C(=O)NC2=CC(=C(C=C2)C)N2N=CC(=C2)C=2C=NC(=CC2)NC(=O)C2CC2)C=CC1